[N+](=O)([O-])C1=CC=C(C(=O)NO)C=C1 para-nitrobenzohydroxamic acid